C(C1=CC=CC=C1)N1C=NC2=C1C=C(C=C2)C2=NNC(=C2)NC(C2=CC=C(C=C2)OCCCN2CCOCC2)=O N-(3-(1-benzyl-1H-benzo[d]imidazol-6-yl)-1H-pyrazol-5-yl)-4-(3-morpholinopropoxy)benzamide